1-(((1R,4R)-4-(hydroxymethyl)cyclohexyl)methyl)-1,3-bis(4-nitrobenzyl)guanidine OCC1CCC(CC1)CN(C(=N)NCC1=CC=C(C=C1)[N+](=O)[O-])CC1=CC=C(C=C1)[N+](=O)[O-]